FC1=CC=C(C=C1)C(C(=O)N)(C1=CC=CC=C1)C1=CC=C(C=C1)F 2,2-BIS(4-FLUOROPHENYL)-2-PHENYLACETAMIDE